2-[1,8-dimethyl-2-oxo-5-[[(1R)-1-[3-(trifluoromethyl)phenyl]ethyl]amino]imidazo[4,5-g]phthalazin-3-yl]propanenitrile CN1C(N(C=2C1=CC=1C(=NN=C(C1C2)N[C@H](C)C2=CC(=CC=C2)C(F)(F)F)C)C(C#N)C)=O